ClC1=NC=C(C(=N1)Cl)C(=O)NC1=C(C=CC=C1C#N)Cl 2,4-dichloro-N-(2-chloro-6-cyanophenyl)pyrimidine-5-carboxamide